C(C)N(CC(=O)O)C(=O)C=1N=C(C2=CC(=CC=C2C1O)OC1=CC=CC=C1)CN(C)C.NC1=CC=C(C=C1)C(CCCCCC(CCCCCCC)C1=CC=C(C=C1)N)CCCCC 1,7-bis(4-aminophenyl)tetradecylpentane ethyl-(1-((dimethylamino)-methyl)-4-hydroxy-7-phenoxyisoquinoline-3-carbonyl)glycinate